NC1=NC=NN2C1=C(C=C2C#C)N2CC(CCC2)C2=C(SC(=C2)Cl)C(=O)N (1-(4-amino-7-ethynylpyrrolo[2,1-f][1,2,4]triazin-5-yl)piperidin-3-yl)-5-chlorothiophene-2-carboxamide